O=C1C=C(C2=C(N=C(N=C2)NC2=CC=C(C=C2)N2CCN(C3(CC3)C2)C(=O)OC(C)(C)C)N1C1=CC=CC=C1)C#C[Si](C(C)C)(C(C)C)C(C)C tert-butyl 7-[4-({7-oxo-8-phenyl-5-[2-(triisopropylsilyl)ethynyl]pyrido[2,3-d]pyrimidin-2-yl}amino)phenyl]-4,7-diazaspiro[2.5]octane-4-carboxylate